6-(tert-butyl)-10-chloro-2-(hydroxyimino)-9-(3-methoxypropoxy)-6,7-dihydro-2H-pyrido[2,1-a]isoquinoline-3-carboxylic acid C(C)(C)(C)C1N2C(C3=CC(=C(C=C3C1)OCCCOC)Cl)=CC(C(=C2)C(=O)O)=NO